(E)-1-(3-methylsulfonylmethoxy-4-methoxystyryl)-2,6-dimethylpyridin-4(1H)-one CS(=O)(=O)COC=1C=C(/C=C/N2C(=CC(C=C2C)=O)C)C=CC1OC